CN(CC(=O)N1C(CCC1)C(=O)N)C1=NC=CN=C1 1-{2-[methyl-(pyrazin-2-yl)amino]acetyl}pyrrolidine-2-carboxamide